N1(C=NC=C1)C=1C=NC2=CC=C(C=C2N1)C(=O)C=1C(=C(C=CC1Cl)NC(=O)NC1=CC(=CC=C1)F)F 1-(3-(3-(1H-imidazol-1-yl)quinoxaline-6-carbonyl)-4-chloro-2-fluorophenyl)-3-(3-fluorophenyl)urea